FC(C1=CC=C(CN2N=NC=C2)C=C1)(F)F 1-(4-trifluoromethylbenzyl)-1H-1,2,3-triazole